C(C)N(C=1C2=C(N=CN1)OC=C2)/N=C/C=2C=CC1=C(COB1O)C2 N-Ethyl-N-[(E)-(1-Hydroxy-3H-2,1-benzoxaborol-5-yl)methylenamino]furo[2,3-d]pyrimidin-4-amin